2-bromo-5-(3,3-difluoro-2-((triethylsilyl)oxy)pent-4-en-2-yl)pyridine BrC1=NC=C(C=C1)C(C)(C(C=C)(F)F)O[Si](CC)(CC)CC